2-(2-Chloro-6-fluoro-4-((5-oxo-4-(4-(trifluoromethoxy)phenyl)-4,5-dihydro-1H-1,2,4-Triazol-1-yl)methyl)phenoxy)-2-methylpropionic acid ClC1=C(OC(C(=O)O)(C)C)C(=CC(=C1)CN1N=CN(C1=O)C1=CC=C(C=C1)OC(F)(F)F)F